CC1(C(N(C2=CC(=CC=C12)C=1C=NC(=NC1)C)C=1C=NC(=NC1)CNC(OC(C)(C)C)=O)=O)C tert-butyl (5-(3,3-dimethyl-6-(2-methylpyrimidin-5-yl)-2-oxoindolin-1-yl)pyrimidin-2-yl)methylcarbamate